(4-chlorophenyl)-3-oxopropanenitrile ClC1=CC=C(C=C1)C(C#N)C=O